CC1=C(C=NO1)CCN 2-(5-Methyl-1,2-oxazol-4-yl)ethan-1-amine